tert-Butyl 1-(((6-chloropyridazin-3-yl)amino)methyl)-7-azadispiro[2.1.35.13]nonane-7-carboxylate ClC1=CC=C(N=N1)NCC1CC12CC1(CN(C1)C(=O)OC(C)(C)C)C2